C(=O)(OC(C)(C)C)N1C=2C(C(=O)OC1=O)=CC=CC2 N-Boc-isatoic anhydride